C1(=CC=C(C=C1)C(CC1=NCCC2=C1NC1=CC(=CC=C21)OC)CC2=NCCC1=C2NC2=CC(=CC=C12)OC)C 1,1'-(2-(p-tolyl)propane-1,3-diyl)bis(7-methoxy-4,9-dihydro-3H-pyrido[3,4-b]indole)